2-(4-chloro-2-fluoro-5-(2-oxo-2-(p-fluorophenyl)ethoxy)phenyl)-4,5,6,7-tetrahydro-1H-isoindole-1,3(2H)-dione ClC1=CC(=C(C=C1OCC(C1=CC=C(C=C1)F)=O)N1C(C=2CCCCC2C1=O)=O)F